[Na].C1(CC1)C1=CC=C(C=C1)C(=O)N1CCC2(CO2)CC1 (4-cyclopropylphenyl)(1-oxa-6-azaspiro[2.5]oct-6-yl)methanone sodium